N-(5-((2-(2,2-dimethylpyrrolidin-1-yl)ethyl)carbamoyl)-2-methylpyridin-3-yl)-2-(1-methyl-1H-pyrazol-4-yl)pyrazolo[5,1-b]thiazole-7-carboxamide CC1(N(CCC1)CCNC(=O)C=1C=C(C(=NC1)C)NC(=O)C=1C=NN2C1SC(=C2)C=2C=NN(C2)C)C